N-(2,2-difluoroethyl)-5-fluoro-2-[1-methyl-6-(1-{[(1r,4r)-4-ethylsulfonylaminocyclohexyl]methyl}-azetidin-3-yl)-1H-indazol-4-yl]-N-(isopropyl)benzamide FC(CN(C(C1=C(C=CC(=C1)F)C1=C2C=NN(C2=CC(=C1)C1CN(C1)CC1CCC(CC1)NS(=O)(=O)CC)C)=O)C(C)C)F